NCC1=CC=C(C=C1)CNC1=C(C(=NN1C(C1=C(C=CC=C1)F)=O)C1C(C(N(C1)C(C(C)(C)C)=O)=O)C(F)(F)F)F 4-[5-({[4-(aminomethyl)phenyl]methyl}amino)-4-fluoro-1-(2-fluorobenzoyl)-1H-pyrazol-3-yl]-1-(2,2-dimethylpropanoyl)-3-(trifluoromethyl)pyrrolidin-2-one